(R)-3-(1-((6-(2-(4-(2-(2-azidoethoxy)ethyl)piperazin-1-yl)pyrimidin-5-yl)-3-chloro-7-fluoro-2-methyl-1,5-naphthyridin-4-yl)amino)ethyl)-4-fluorobenzonitrile N(=[N+]=[N-])CCOCCN1CCN(CC1)C1=NC=C(C=N1)C=1N=C2C(=C(C(=NC2=CC1F)C)Cl)N[C@H](C)C=1C=C(C#N)C=CC1F